C(C)(C)(C)OC(NC1CCN(CC1)C(=O)C=1C2=C(N(N1)CC[C@@H]1CC[C@@H](CC1)OC1=NC=CC=C1C)C[C@@H]1[C@H]2C1)=O tert-Butyl-{1-[(3bR,4aR)-1-(2-{cis-4-[(3-methylpyridin-2-yl)oxy]cyclohexyl}ethyl)-3b,4,4a,5-tetrahydro-1H-cyclopropa[3,4]cyclopenta[1,2-c]pyrazol-3-carbonyl]piperidin-4-yl}carbamat